4-[1-(1-cyclopropyl-4,4-difluoro-but-3-en-1-yl)-1H-pyrazol-4-yl]-7H-pyrrolo[2,3-d]pyrimidine trifluoroacetate salt FC(C(=O)O)(F)F.C1(CC1)C(CC=C(F)F)N1N=CC(=C1)C=1C2=C(N=CN1)NC=C2